3-((2S)-3-(8-(2,3-dimethylphenylsulfonyl)-1-oxa-8-azaspiro[4.5]decan-3-ylamino)-2-hydroxypropoxy)-N-methylbenzenesulfonamide CC1=C(C=CC=C1C)S(=O)(=O)N1CCC2(CC(CO2)NC[C@@H](COC=2C=C(C=CC2)S(=O)(=O)NC)O)CC1